C1(CC1)CSC=1C=C(C=NC1C1=NC2=C(N=NC(=C2)C(F)(F)F)N1C)O 5-(cyclopropyl-methylsulfanyl)-6-[7-methyl-3-(trifluoromethyl)imidazo[4,5-c]pyridazin-6-yl]pyridin-3-ol